BrC1=C(C2=C(C(N3[C@@H](CN2)CN(CC3)C(=O)OC(C)(C)C)=O)C=C1)Cl tert-butyl (12aS)-9-bromo-10-chloro-6-oxo-3,4,6,11,12,12a-hexahydropyrazino[2,1-c][1,4]benzodiazepine-2(1H)-carboxylate